(2-((3,5-dichlorobenzyl)amino)pyrimidin-5-yl)(6-oxa-1-azaspiro[3.3]hept-1-yl)methanone ClC=1C=C(CNC2=NC=C(C=N2)C(=O)N2CCC23COC3)C=C(C1)Cl